FC1=CC=C(C=C(C(=O)OCC(C)C)C#N)C=C1 isobutyl 4-fluoro-α-cyanocinnamate